3-(5-((6-((4'-chloro-5,5-dimethyl-3,4,5,6-tetrahydro-[1,1'-biphenyl]-2-yl)methyl)-3,6-diazabicyclo[3.1.1]heptan-3-yl)methyl)-4-fluoro-1-oxoisoindolin-2-yl)piperidine ClC1=CC=C(C=C1)C1=C(CCC(C1)(C)C)CN1C2CN(CC1C2)CC=2C(=C1CN(C(C1=CC2)=O)C2CNCCC2)F